FC(C1=CC(=NC=C1)CNC1=CC=C(C=C1)CO)(F)F [4-({[4-(trifluoromethyl)pyridin-2-yl]methyl}amino)phenyl]methanol